ClC=1N=CC2=C(N1)N(C=C2Cl)C[C@@H](COC2=NN(C(=C2N)C)C=2C(=NC(=CC2)C)C)C (S)-3-(3-(2,5-di-chloro-7H-pyrrolo[2,3-d]pyrimidin-7-yl)-2-methylpropoxy)-1-(2,6-dimethylpyridin-3-yl)-5-methyl-1H-pyrazol-4-amine